O=[S@@]1CCC=2N=C(N=C(C21)N[C@@H]2CN(CC2)C(=O)OC)N2CC(C2)C2=CC=CC=C2 (R)-Methyl (3S)-3-(((5R)-5-oxido-2-(3-phenylazetidin-1-yl)-6,7-dihydrothieno[3,2-d]pyrimidin-4-yl)amino)pyrrolidine-1-carboxylate